C(C1=CC=CC=C1)=[Ru+2] benzylideneruthenium (IV)